1-(4-(4-acryloyl-piperazin-1-yl)-6-chloro-quinazolin-7-yl)-4-chloro-pyridin-2(1H)-one C(C=C)(=O)N1CCN(CC1)C1=NC=NC2=CC(=C(C=C12)Cl)N1C(C=C(C=C1)Cl)=O